C(C)(C)(C)C1=C2C(C(N(C2=CC=C1)C)=O)(C)F 4-(tert-butyl)-3-fluoro-1,3-dimethylindolin-2-one